NC1=CC=CC(=N1)S(=O)(=O)NC(=O)C=1C(=NC(=CC1)C1=CC(=CC(=C1)OCC(C)C)F)N1[C@@H](CCC1)COC N-[(6-Amino-2-pyridyl)sulfonyl]-6-(3-fluoro-5-isobutoxyphenyl)-2-[(2S)-2-(methoxymethyl)pyrrolidin-1-yl]pyridin-3-carboxamid